ClC1=C(C(=CC=C1)F)N1CCC(CC1)N1C(N(C=2C([C@@H]1C)=CNN2)CC2=C(C=CC=C2)C2CC2)=O (S)-5-[1-(2-chloro-6-fluoro-phenyl)-piperidin-4-yl]-7-(2-cyclopropyl-benzyl)-4-methyl-2,4,5,7-tetrahydro-pyrazolo[3,4-d]pyrimidin-6-one